C(C)(C)OCCNC1=NN2C(C=N1)=C(C=C2)C=2C=C1C(=NC=NC1=CC2)OC N-(2-isopropoxyethyl)-5-(4-methoxyquinazolin-6-yl)pyrrolo[2,1-f][1,2,4]triazin-2-amine